[N-](S(=O)(=O)C(F)(F)F)S(=O)(=O)C(F)(F)F.[N-](S(=O)(=O)C(F)(F)F)S(=O)(=O)C(F)(F)F.C(CCCC)N1C=NC=C1 1-amyl-imidazole bis-trifluoromethanesulfonimide salt